CC1=C(N=C2N(C1=O)C=C(C=C2C(C)NC2=C(C(=O)OC(C)(C)C)C=CC=C2)C)C2=CC=NC=C2 tert-butyl 2-((1-(3,7-dimethyl-4-oxo-2-(pyridin-4-yl)-4H-pyrido[1,2-a]pyrimidin-9-yl)ethyl)amino)benzoate